C(C1=CC=CC=C1)OC1=C2C=C(N(C2=CC=C1F)C1=CC=C(C=C1)F)C1CCOCC1 4-benzyloxy-5-fluoro-1-(4-fluorophenyl)-2-tetrahydropyran-4-yl-indole